Endo-4-((6-chloropyridin-3-yl)methyl)-2-(5-fluoro-4-(pyridin-4-yl)-1H-imidazol-2-yl)-2-azabicyclo[3.1.0]hexan-3-one ClC1=CC=C(C=N1)CC1C(N(C2CC12)C=1NC(=C(N1)C1=CC=NC=C1)F)=O